tert-butyl (2-((2-amino-N-propyl-3H-benzo[b]azepine-4-carboxamido)oxy)ethyl)carbamate NC=1CC(=CC2=C(N1)C=CC=C2)C(=O)N(CCC)OCCNC(OC(C)(C)C)=O